1,3-bis-(hydroxymethyl)-4,5-dihydroxyimidazolidine-2-one OCN1C(N(C(C1O)O)CO)=O